C(C)(C)(C)C=1C=C(C=C(C1O)C(C)(C)C)CCC(=O)OCCSCCOC(CCC1=CC(=C(C(=C1)C(C)(C)C)O)C(C)(C)C)=O thiodiethylene glycol-bis[3-(3,5-di-t-butyl-4-hydroxyphenyl) propionate]